(4S)-4-[(1R)-1-hydroxytetracosyl]-2,2-dimethyl-oxazolidine-3-carboxylate O[C@H](CCCCCCCCCCCCCCCCCCCCCCC)[C@H]1N(C(OC1)(C)C)C(=O)[O-]